1-cyclopentyl-3-methyl-6-(phenylamino)-1,3-dihydro-2H-imidazo[4,5-c]pyridin-2-one C1(CCCC1)N1C(N(C=2C=NC(=CC21)NC2=CC=CC=C2)C)=O